Methyl 4-chloro-3-oxo-2H,5H,6H,7H-cyclopenta[c]pyridine-1-carboxylate ClC1=C2C(=C(NC1=O)C(=O)OC)CCC2